C1(=CC=CC=C1)N1N=C(C(=C1C#N)C1=CC=CC=C1)C(F)(F)F 1,4-diphenyl-3-trifluoromethyl-1H-pyrazole-5-Nitrile